ClC1=C(C=C2C=C(N=CC2=C1)NC(=O)C12COC(C1)(C2)C)N2CCN(CC2)[C@]2(COC[C@H]2O)C N-(7-chloro-6-(4-((3S,4S)-4-hydroxy-3-methyltetrahydrofuran-3-yl)piperazin-1-yl)isoquinolin-3-yl)-1-methyl-2-oxabicyclo[2.1.1]hexane-4-carboxamide